(±)-2-(oxepan-3-ylamino)-1,4-dihydroimidazol-5-one O1C[C@@H](CCCC1)NC=1NC(CN1)=O |r|